ClC1=CC=C2C(=N1)CNC21COC1 2'-chloro-6',7'-dihydrospiro[oxetane-3,5'-pyrrolo[3,4-b]pyridine]